tert-butyl (S)-7-(4-fluorobenzyl)-6-hydroxy-2-methyl-2,3-dihydro-1H-pyrido[2,3-b][1,4]oxazine-1-carboxylate FC1=CC=C(CC2=CC3=C(OC[C@@H](N3C(=O)OC(C)(C)C)C)N=C2O)C=C1